tert-butyl (1R,5S)-3-[1-(2,6-dioxo-3-piperidyl)-3-methyl-2-oxo-benzimidazol-4-yl]-8-azabicyclo[3.2.1]octane-8-carboxylate O=C1NC(CCC1N1C(N(C2=C1C=CC=C2C2C[C@H]1CC[C@@H](C2)N1C(=O)OC(C)(C)C)C)=O)=O